FC=1C(=CC2=C(N(C(=N2)OC)C(=O)NCC#CC(C)C)C1)N1CCN(CC1)C1CN(C1)C 6-fluoro-2-methoxy-5-(4-(1-methylazetidin-3-yl)piperazin-1-yl)-N-(4-methylpent-2-yn-1-yl)-1H-benzo[d]imidazole-1-carboxamide